pyrido[3,2-c]pyridazine N1=NC=CC2=C1C=CC=N2